naphthyridin-7(8H)-one N1=CC=CC=2C=CC(NC12)=O